tert-butyl 8-(7-bromo-2,8-difluoro-6-(trifluoro methyl)quinazolin-4-yl)-3,8-diazabicyclo[3.2.1]octane-3-carboxylate BrC1=C(C=C2C(=NC(=NC2=C1F)F)N1C2CN(CC1CC2)C(=O)OC(C)(C)C)C(F)(F)F